trimethyl-((tributylstannyl)ethynyl)silane C[Si](C#C[Sn](CCCC)(CCCC)CCCC)(C)C